(2S,4R)-2-amino-4-methylhexanoic acid N[C@H](C(=O)O)C[C@@H](CC)C